(S)-quinuclidin-3-yl (5-(4-(2-fluoroethoxy)phenyl)-2,2-dimethyl-2,3-dihydro-1H-inden-1-yl)carbamat FCCOC1=CC=C(C=C1)C=1C=C2CC(C(C2=CC1)NC(O[C@@H]1CN2CCC1CC2)=O)(C)C